4'-bromo-3'-cyano-3-((2-fluoro-4-(trifluoromethyl)phenyl)carbamoyl)-1,2,3,4-tetrahydro-[1,1'-biphenyl]-2-carboxylate BrC1=C(C=C(C=C1)C1C(C(CC=C1)C(NC1=C(C=C(C=C1)C(F)(F)F)F)=O)C(=O)[O-])C#N